(3S)-2-(2,2-difluoro-1-methylcyclopropanecarbonyl)-3-(4-fluorophenyl)-1,2-oxazolidine FC1(C(C1)(C(=O)N1OCC[C@H]1C1=CC=C(C=C1)F)C)F